FC(C=1C=C(CN2C=CC=3C2=NC=CC3)C=C(C1)C(F)(F)F)(F)F 1-(3,5-bis(trifluoromethyl)benzyl)-1H-pyrrolo[2,3-b]pyridine